COC=1C=C(C=CC1NC1=CC(=C2C(=N1)NC=C2C(F)(F)F)NCCOC)C(=O)N2CCC(CC2)N2CCOCC2 (3-Methoxy-4-((4-((2-methoxyethyl)amino)-3-(trifluoromethyl)-1H-pyrrolo[2,3-b]pyridin-6-yl)amino)phenyl)(4-morpholinopiperidin-1-yl)methanon